N=1N(N=C2C1C=CC=C2)C2=CC=C(C=C2)N(C2=CC=C(C=C2)C2=CC=C(C=C2)N(C2=CC=CC=C2)C2=CC=C(C=C2)N2N=C1C(=N2)C=CC=C1)C1=CC=CC=C1 N,N'-bis{4-(2H-benzo[1,2,3]triazole-2-yl)phenyl}-N,N'-diphenyl-4,4'-diamino-1,1'-biphenyl